((4,6-dimethyl-2-carbonyl-1,2-dihydropyridin-3-yl)methyl)-5-ethyl-6-(ethyl-(tetrahydro-2H-pyran-4-yl)amino)-2-(piperidin-1-ylmethyl)benzofuran-4-carboxamide triethylcitrate C(C)C(C(C(C(=O)O)(CC)CC)(O)C(=O)O)C(=O)O.CC1=C(C(NC(=C1)C)=C=O)CC1=C(OC=2C1=C(C(=C(C2)N(C2CCOCC2)CC)CC)C(=O)N)CN2CCCCC2